8-bromo-7-fluoroquinolin-2(1H)-one BrC=1C(=CC=C2C=CC(NC12)=O)F